5-(3-((3R,4R)-4-(4-amino-3-(4-phenoxyphenyl)-1H-pyrazolo[3,4-d]pyrimidin-1-yl)-3-fluoropiperidin-1-yl)-[1,3'-biazetidin]-1'-yl)-2-(2,6-dioxopiperidin-3-yl)isoindoline-1,3-dione NC1=C2C(=NC=N1)N(N=C2C2=CC=C(C=C2)OC2=CC=CC=C2)[C@H]2[C@@H](CN(CC2)C2CN(C2)C2CN(C2)C=2C=C1C(N(C(C1=CC2)=O)C2C(NC(CC2)=O)=O)=O)F